(RS)-5-Chloro-pyridine-2-carboxylic acid [4-(2-pyrrolidin-3-yl-ethyl)-phenyl]-amide hydrochloride Cl.N1C[C@@H](CC1)CCC1=CC=C(C=C1)NC(=O)C1=NC=C(C=C1)Cl |r|